methyl 2-{[4-(2,3-dihydroxyphenyl) piperidin-1-yl] methyl}-1-(2-methoxyethyl)-1H-benzimidazole-6-carboxylate OC1=C(C=CC=C1O)C1CCN(CC1)CC1=NC2=C(N1CCOC)C=C(C=C2)C(=O)OC